N-(4-bromophenyl)-5-[(3-methoxyphenyl)methyl]-3-methyl-6-oxo-4-phenyl-1(6H)-pyridazineacetamide BrC1=CC=C(C=C1)NC(CN1N=C(C(=C(C1=O)CC1=CC(=CC=C1)OC)C1=CC=CC=C1)C)=O